N-(5-chloro-4-((4-chlorophenyl)(cyano)methyl)-2-methylphenyl)-3-hydroxybenzamide ClC=1C(=CC(=C(C1)NC(C1=CC(=CC=C1)O)=O)C)C(C#N)C1=CC=C(C=C1)Cl